C12CN(CC(CC1)N2)C=2C=C1CC[C@@H](CC1=CC2C#N)NC(=O)C2=C(C=1C(=NC(=CC1)C)S2)N N-((2S)-6-(3,8-diazabicyclo[3.2.1]octan-3-yl)-7-cyano-1,2,3,4-tetrahydronaphthalen-2-yl)-3-amino-6-methylthieno[2,3-b]pyridine-2-carboxamide